OC=1C(NN=C(C1)C(C)C1=CC(=CC=C1)C(F)(F)F)=O 4-hydroxy-6-{1-[3-(trifluoromethyl)phenyl]ethyl}pyridazin-3(2H)-one